NCCC(CN)CN 1,2-diaminomethyl-3-aminopropane